5-(tert-butyl)-N-phenyl-[1,1'-biphenyl]-2-amine C(C)(C)(C)C1=CC=C(C(=C1)C1=CC=CC=C1)NC1=CC=CC=C1